4-(2,4-difluorophenyl)piperidine FC1=C(C=CC(=C1)F)C1CCNCC1